O1C(OCC1)CCC1(CC(CC(C1)C)C(C)C)O 1-[2-(1,3-dioxolan-2-yl)ethyl]-3-isopropyl-5-methyl-cyclohexanol